FC(C=1C=C2C(=NN(C2=CC1)C1=CC=C(C=C1)C(F)(F)F)CNC(C=C)=O)(F)F N-[[5-(trifluoromethyl)-1-[4-(trifluoromethyl)phenyl]indazol-3-yl]methyl]prop-2-enamide